formyloxypropylmethyldiethoxysilane C(=O)OCCC[Si](OCC)(OCC)C